FC(C(O)C1=CNC2=CC=CC(=C12)[N+](=O)[O-])F 2,2-difluoro-1-(4-nitro-1H-indol-3-yl)ethan-1-ol